3-Chloro-6-(2,4-dimethoxypyrimidin-5-yl)-8-((1S,2S)-2-(trifluoromethyl)cyclopropyl)imidazo[1,2-b]pyridazine ClC1=CN=C2N1N=C(C=C2[C@@H]2[C@H](C2)C(F)(F)F)C=2C(=NC(=NC2)OC)OC